Ethanediol diacrylate C(C=C)(=O)OC(C)OC(C=C)=O